(3R)-3-amino-7-(5-tert-butyl-1,3,4-oxadiazol-2-yl)-5-[[5-[(4-chlorophenyl)methyl]-3-pyridyl]methyl]-8-fluoro-1,1-dioxo-2,3-dihydro-1lambda6,5-benzothiazepin-4-one N[C@H]1CS(C2=C(N(C1=O)CC=1C=NC=C(C1)CC1=CC=C(C=C1)Cl)C=C(C(=C2)F)C=2OC(=NN2)C(C)(C)C)(=O)=O